ClC1=NC=C(C(=N1)OCC=1C=NC(=C(C1)F)C=1N(C=C(N1)C(F)(F)F)C1CC1)OC 2-chloro-4-[[6-[1-cyclopropyl-4-(trifluoromethyl)imidazol-2-yl]-5-fluoro-3-pyridyl]methoxy]-5-methoxy-pyrimidine